N-[7-bromo-4-(2-chloro-5-fluorophenoxy)-3-(1,3-dioxoisoindol-2-yl)-1-[2-(oxan-2-yloxy)ethyl]indazol-5-yl]-3-fluoro-5-(trifluoromethyl)benzamide BrC=1C=C(C(=C2C(=NN(C12)CCOC1OCCCC1)N1C(C2=CC=CC=C2C1=O)=O)OC1=C(C=CC(=C1)F)Cl)NC(C1=CC(=CC(=C1)C(F)(F)F)F)=O